FC1=C(C=C(C(=C1)C)C=1C=C(C=2N(C1)C=CN2)N2CCOCC2)NC(=O)C2=CN(C=C2)CC(F)(F)F N-(2-Fluoro-4-methyl-5-(8-morpholinoimidazo[1,2-a]pyridin-6-yl)phenyl)-1-(2,2,2-trifluoroethyl)-1H-pyrrole-3-carboxamide